C(C)(=O)C1=NN(C2=C(C=C(C=C12)C=1C=NC(=NC1)C)C=1N=NNN1)CC(=O)N1[C@@H]2C[C@@]2(C[C@H]1C(=O)NC1=NC(=CC=C1C)Br)C (1R,3S,5R)-2-(2-(3-acetyl-5-(2-methylpyrimidin-5-yl)-7-(2H-tetrazol-5-yl)-1H-indazol-1-yl)acetyl)-N-(6-bromo-3-methylpyridin-2-yl)-5-methyl-2-azabicyclo[3.1.0]hexane-3-carboxamide